C1(=CC=CC=C1)S(=O)(=O)O.COC=1C=C(C=CC1OC)CC(C(CC(=O)O)C)[C@@H]1NCCC2=CC(=C(C=C12)OC)OC (1S-cis)-1-[(3,4-dimethoxyphenyl)-methyl]-1,2,3,4-tetrahydro-6,7-dimethoxy-2-methyl-2-carboxymethyl-ethyl-isoquinoline benzenesulfonate